C(=O)(O)CCC1(C(C(CCC1)(CCC(=O)O)CCC(=O)O)=O)CCC(=O)O 2,2,6,6-tetra-(carboxyethyl)cyclohexanone